BrC=1N=CN(C1)CC=1N=C2N(C=C(C=C2)CO)C1 [2-[(4-bromoimidazol-1-yl)methyl]imidazo[1,2-a]pyridin-6-yl]methanol